triethoxyethanoethoxyethane C(C)OC(COC1CCC1)(OCC)OCC